C1(CC1)C1=NC=NC(=C1C=1N=CC=2OCCN(C2N1)C(=O)OC(C)(C)C)OC tert-butyl 2-(4-cyclopropyl-6-methoxypyrimidin-5-yl)-6,7-dihydro-8H-pyrimido[5,4-b][1,4]oxazine-8-carboxylate